C(C=C)OC1=NOC(=C1)CN1CCC(CC1)OC1=C2C(=NC=C1)C=CS2 3-(Allyloxy)-5-((4-(thieno[3,2-b]pyridin-7-yloxy)piperidin-1-yl)methyl)isoxazole